C=1C=CN2C=C(C=CC12)C(CNC)=O 1-(indolizin-6-yl)-2-(methylamino)ethan-1-one